C[C@@H]1N(C[C@@H](C1)OC1=NC=C(N=C1)C)CC1=CN=C(S1)NC(C)=O N-(5-(((2s,4r)-2-methyl-4-((5-methylpyrazin-2-yl)oxy)pyrrolidin-1-yl)methyl)thiazol-2-yl)acetamide